4,5-dimethyl-6-[3-(4-methyl-3-pyridyl)-7,8-dihydro-5H-1,6-naphthyridin-6-yl]pyridazine-3-carbonitrile CC1=C(N=NC(=C1C)N1CC=2C=C(C=NC2CC1)C=1C=NC=CC1C)C#N